C(C1=CC=CC=C1)N1C(C2(CC1)CCN(CC2)S(=O)(=O)C2=CC=CC=C2)=O 2-benzyl-8-(phenylsulfonyl)-2,8-diazaspiro[4.5]decan-1-one